N-(4-nitro-2-(phenylselanyl)phenethyl)picolinamide [N+](=O)([O-])C1=CC(=C(CCNC(C2=NC=CC=C2)=O)C=C1)[Se]C1=CC=CC=C1